C(C)OC([C@H](CCC(C=[N+]=[N-])=O)NC([C@H](C)S(=O)(=O)C)=O)=O.ClC1=C(C(N(N=C1)COCC[Si](C)(C)C)=O)C(F)(F)F 5-chloro-4-(trifluoromethyl)-2-(2-trimethylsilylethoxymethyl)pyridazin-3-one ethyl-(S)-6-diazo-2-((S)-2-(methylsulfonyl)propanamido)-5-oxohexanoate